FC=1C=C(C=CC1C=1C=NC=CC1C)C1=NNC(OC1)=O 5-[3-fluoro-4-(4-methylpyridin-3-yl)phenyl]-3,6-dihydro-2H-1,3,4-oxadiazin-2-one